5-[(1S)-1-aminoethyl]-N-isobutyl-1,2,4-oxadiazol-3-amine hydrochloride Cl.N[C@@H](C)C1=NC(=NO1)NCC(C)C